C(C)(=O)N1CC=2N(CC1)C(=NC2C=2C=CC=C1C=C(N=CC21)C=2C=CC(=NC2)C(=O)NC\C=C/C2=C1CN(C(C1=CC=C2)=O)C2C(NC(CC2)=O)=O)C2CCOCC2 (Z)-5-(8-(7-Acetyl-3-(tetrahydro-2H-pyran-4-yl)-5,6,7,8-tetrahydroimidazo[1,5-a]pyrazin-1-yl)isoquinolin-3-yl)-N-(3-(2-(2,6-dioxopiperidin-3-yl)-1-oxoisoindolin-4-yl)allyl)picolinamide